ClC1=NC(=NC(=C1)C)C(CO)O 1-(4-chloro-6-methylpyrimidin-2-yl)ethane-1,2-diol